5-bromo-2-(prop-1-en-2-yl)pyridine BrC=1C=CC(=NC1)C(=C)C